4,4,5,5-tetramethyl-2-(4-(naphthalen-2-yl)phenyl)-1,3,2-dioxaborolan CC1(OB(OC1(C)C)C1=CC=C(C=C1)C1=CC2=CC=CC=C2C=C1)C